sulfurite S([O-])([O-])=O